C\C(=C/CCC1OC2=CC=C(C=C2CC1)O)\CC\C=C(\CCC=C(C)C)/C 2-[(3E,7E)-4,8,12-trimethyl-3,7,11-tridecatrien-1-yl]-6-chromanol